COC(=O)C(C)CCCCC(CC)C(=O)OC(C)(C)C Nonane-2,7-dicarboxylic acid 7-(tert-butyl) 2-methyl ester